1-(7-Fluoro-4-isoquinolyl)ethanone FC1=CC=C2C(=CN=CC2=C1)C(C)=O